1,3-dimethyl-imidazolium dimethyl-phosphate COP(=O)(OC)[O-].CN1C=[N+](C=C1)C